FC=1C=C(C=C(C1)F)C=1C=NC2=CC=C(C=C2C1N1CCC(CC1)N)C1=C(C(=CC=C1)F)C=NO 1-[3-(3,5-Difluorophenyl)-6-{3-fluoro-2-[(hydroxyimino)methyl]phenyl}chinolin-4-yl]piperidin-4-amin